N=1C=NN2C1C=C(C=C2)OC2=C(C(=C(C=C2)NC=2C1=C(N=CN2)C=CC(=N1)N1C[C@H]2NCC[C@H]2C1)F)C N-(4-([1,2,4]triazolo[1,5-a]pyridin-7-yloxy)-2-fluoro-3-methylphenyl)-6-((3aS,6aS)-hexahydropyrrolo[3,4-b]pyrrol-5(1H)-yl)pyrido[3,2-d]pyrimidin-4-amine